methyltributylammonium C[N+](CCCC)(CCCC)CCCC